benzyl 3-(3-(1,3-dioxolan-2-yl) phenyl)-3-hydroxyazetidine-1-carboxylate O1C(OCC1)C=1C=C(C=CC1)C1(CN(C1)C(=O)OCC1=CC=CC=C1)O